ClC1=CC=C2C(=NC=NC2=C1)NCCCCCN(CCO)CC1=CC=C(C(=O)OC)C=C1 methyl 4-(((5-((7-chloroquinazoline-4-yl)amino)pentyl)(2-hydroxyethyl)amino)methyl)benzoate